Di-tert-butyl [(1R)-1-(5-chloro-2-formylphenyl)propyl]imidodicarbonate ClC=1C=CC(=C(C1)[C@@H](CC)N(C(=O)OC(C)(C)C)C(=O)OC(C)(C)C)C=O